Diethyl 1-[2-(2,3-dihydro-1,4-benzodioxin-6-yl)-2-oxoethyl]-4-(trifluoromethyl)-1H-pyrazole-3,5-dicarboxylate O1CCOC2=C1C=CC(=C2)C(CN2N=C(C(=C2C(=O)OCC)C(F)(F)F)C(=O)OCC)=O